3-[(4-cyano-2-formyl-2,3-dihydro-1H-inden-5-yl)oxy]azetidine-1-carboxylic acid tert-butyl ester C(C)(C)(C)OC(=O)N1CC(C1)OC=1C(=C2CC(CC2=CC1)C=O)C#N